FC=1C(=C(CNC(=O)[C@@H]2N([C@@H](CN(C2)S(=O)(=O)C2=CC=CC=C2)C)C(C(C)C)=O)C=CC1C=1OC=CC1)C cis-N-(3-fluoro-4-(furan-2-yl)-2-methylbenzyl)-1-isobutyryl-6-methyl-4-(phenylsulfonyl)piperazine-2-carboxamide